C(#N)C1=C(C=CC(=C1)F)SC=1C=2N(C=C(C1)C=1C(=NN(C1)[C@@H]1CN(CCC1)C(CO)=O)C)N=CC2C#N (S)-4-((2-cyano-4-fluorophenyl)thio)-6-(1-(1-(2-hydroxyacetyl)piperidin-3-yl)-3-methyl-1H-pyrazol-4-yl)pyrazolo[1,5-a]pyridine-3-carbonitrile